1,4-bis(methylsulfanyl)butane CSCCCCSC